NC1=CC=C(C(=N1)OC1CN(C1)C(=O)OC(C)(C)C)C1=COC=C1 tert-butyl 3-((6-amino-3-(furan-3-yl)pyridin-2-yl)oxy)azetidine-1-carboxylate